C(C1=CC(=C(N(CC2CO2)CC2CO2)C=C1)C)C1=CC(=C(N(CC2CO2)CC2CO2)C=C1)C 4,4'-methylenebis(N,N-diglycidyl-2-methylaniline)